OC1CC(CCC1)NC1=C2C(=NC=C1C(=O)OCC)NC=C2 ethyl 4-((3-hydroxycyclohexyl)amino)-1H-pyrrolo[2,3-b]pyridine-5-carboxylate